[N+]1(=CC=CC=C1)CCCS(=O)(=O)[O-] 3-(1-Pyridinio)-1-Propanesulfonate